NC1=CC(=NC(=N1)NC1CC1)N1C[C@H](N(CC1)CCO)C1=C(C=CC=C1)Br |r| (R/S)-2-(4-(6-amino-2-(cyclopropylamino)pyrimidin-4-yl)-2-(2-bromophenyl)piperazin-1-yl)ethan-1-ol